COC1=C(OCC2=NC=C(N=C2)C)C=CC(=C1)[N+](=O)[O-] 2-((2-methoxy-4-nitrophenoxy)methyl)-5-methylpyrazine